Methyl 9-(2-fluoro-3-hydroxyphenyl)-6,7-dihydro-5H-benzo[7]annulene-3-carboxylate FC1=C(C=CC=C1O)C1=CCCCC2=C1C=CC(=C2)C(=O)OC